6-(5-Fluoro-2-((4-((methylsulfonyl)methyl)pyridin-2-yl)amino)pyrimidin-4-yl)-4,4-dimethyl-3,4-Dihydroisoquinolin FC=1C(=NC(=NC1)NC1=NC=CC(=C1)CS(=O)(=O)C)C=1C=C2C(CN=CC2=CC1)(C)C